C(C1=CC=CC=C1)C1(N(CC(CC1)N=[N+]=[N-])C(=O)OC(C)(C)C)C(=O)O 2-benzyl-O1-tert-butyl-5-azidopiperidine-1,2-dicarboxylic acid